1-((2-(trimethylsilyl)ethoxy)methyl)-1H-pyrrole-3-carboxylic acid methyl ester COC(=O)C1=CN(C=C1)COCC[Si](C)(C)C